BrC1=NN(C=C1)C1OCCCC1 3-bromo-1-(2-tetrahydropyranyl)-1H-pyrazole